[Ru+2].C1(=CC=CC=C1)C1=CC=NC2=C3N=CC=C(C3=CC=C12)C1=CC=CC=C1 (4,7-diphenyl-1,10-phenanthroline) ruthenium (II)